OCCN1C=CC=2CNC=CC21 1-(2-hydroxyethyl)-1H,4H,5H-pyrrolo[3,2-c]pyridin